N-(5-fluoropyridin-2-yl)-3-hydroxy-1-oxo-5-(4-(trifluoromethyl)phenyl)spiro[5.5]undec-2-ene-2-carboxamide FC=1C=CC(=NC1)NC(=O)C=1C(C2(C(CC1O)C1=CC=C(C=C1)C(F)(F)F)CCCCC2)=O